CC1([SiH2]CCC1)C 2,2-dimethylsilacyclopentane